ClC=1C=C2C(=CC1)NC(C21CC(NCC1)C)=O 5-chloro-2'-methylspiro[indoline-3,4'-piperidin]-2-one